C(C)(C)(C)OC(=O)N1C=CC2=C1C(NC=C2)=O 7-keto-6H-pyrrolo[2,3-C]pyridine-1-carboxylic acid tert-butyl ester